FC(C[C@@H](C(=O)NC1=NC=CC(=C1)C1=C(C=2C(N(C=CC2N1)C)=O)C1=CC=CC=C1)C1=CC=C(C=C1)F)F (2R)-4,4-Difluoro-2-(4-fluorophenyl)-N-[4-(5-methyl-4-oxo-3-phenyl-4,5-dihydro-1H-pyrrolo[3,2-c]pyridin-2-yl)pyridin-2-yl]butanamid